FC(C(=O)NC1=CC(=CC=C1)O)(CCC1=CC=CC=C1)F 2,2-Difluoro-N-(3-hydroxyphenyl)-4-phenylbutanamide